C(C1=CC=CC=C1)NC(N([C@@H]1CC[C@H](CC1)NC1=NC=C(C(=N1)N1CCC2(CCC(N2)=O)CC1)C(F)(F)F)C1=NC=C(N=C1)C=1C=NC(=NC1)OC)=O 3-benzyl-1-(5-(2-methoxy-pyrimidin-5-yl)pyrazin-2-yl)-1-(trans-4-((4-(2-oxo-1,8-diazaspiro[4.5]decan-8-yl)-5-(trifluoromethyl)pyrimidin-2-yl)amino)cyclohexyl)urea